C(C1=CC(C(=O)[O-])=CC(C(=O)[O-])=C1)(=O)[O-] trimesoate